N-[[3,5-dichloro-4-(1,1,2,2-tetrafluoroethoxy)phenyl]carbamoyl]-2,6-difluorobenzamide ClC=1C=C(C=C(C1OC(C(F)F)(F)F)Cl)NC(=O)NC(C1=C(C=CC=C1F)F)=O